O=C1S\C(\C(N1)=O)=C/C1=CC(=C(OC2=C(C=C(C#N)C=C2)C(F)(F)F)C=C1)OC (Z)-4-(4-((2,4-dioxothiazolidin-5-ylidene)methyl)-2-methoxyphenoxy)-3-(trifluoromethyl)benzonitrile